CN1C2=C(OC[C@H](C1)NC(C1=CC=CC=C1)(C1=CC=CC=C1)C1=CC=CC=C1)C=CC(=C2)N2CC1(C2)CCOCC1 (S)-5-methyl-7-(7-oxa-2-azaspiro[3.5]nonan-2-yl)-3-(tritylamino)-2,3-dihydrobenzo[b][1,4]oxazepin